PHENYLTHIAZOLAMINE C1(=CC=CC=C1)C=1N=C(SC1)N